3-((1H-Benzo[d]imidazol-2-yl)(5-fluoro-2-hydroxyphenyl)methyl)-5-fluoro-6-(4-(1-methylpiperidin-4-yl)phenyl)quinazolin-4(3H)-one 2,2,2-trifluoroacetate FC(C(=O)O)(F)F.N1C(=NC2=C1C=CC=C2)C(N2C=NC1=CC=C(C(=C1C2=O)F)C2=CC=C(C=C2)C2CCN(CC2)C)C2=C(C=CC(=C2)F)O